CN(CC(=O)N1CCC2=CC(=CC=C12)NC1=NC=CC(=N1)NC=1C(NC2=C(C=CC=C2C1)F)=O)C 3-((2-((1-(dimethylglycyl)indolin-5-yl)amino)pyrimidin-4-yl)amino)-8-fluoroquinolin-2(1H)-one